COC1=C(C=C(C=C1)C)C1(OCC(C1)C1=CC=C(C=C1)OC)C(=O)OC methyl 2-(2-methoxy-5-methylphenyl)-4-(4-methoxyphenyl)tetrahydrofuran-2-carboxylate